C(C(C)C)N(CCC(C(C=C)=C)=C)CC(C)C 1-diisobutylamino-3,4-dimethylenehex-5-ene